2-(5-aminomethylfuran-2-yl)-2-(5-aminomethyltetrahydrofuran-2-yl)propane NCC1=CC=C(O1)C(C)(C)C1OC(CC1)CN